FC(C(=O)O)(F)F.ClC1=CC(=CC2=CN(N=C12)C)NC(=O)C1=CN=C(C2=NC=CN=C21)N2C[C@@H](N[C@@H](C2)C)C N-(7-chloro-2-methyl-2H-indazol-5-yl)-5-((3S,5R)-3,5-dimethylpiperazin-1-yl)pyrido[3,4-b]pyrazine-8-carboxamide 2,2,2-trifluoroacetate